(E)-2-((3,4-dihydroxybenzyl)-amino)-2-oxoethyl 3,7-dimethylocta-2,6-dienoate C\C(=C/C(=O)OCC(=O)NCC1=CC(=C(C=C1)O)O)\CCC=C(C)C